(S)-1-acetyl-4-phenylpyrrolidin-2-one C(C)(=O)N1C(C[C@H](C1)C1=CC=CC=C1)=O